NC([C@H](C[C@@H]1OC2=C(NC1=O)C=CC(=C2)F)NC(OC(C)(C)C)=O)=O tert-butyl N-[(1S)-2-amino-1-[[(2S)-7-fluoro-3-oxo-4H-1,4-benzoxazin-2-yl]methyl]-2-oxo-ethyl]carbamate